ClS1C[C@@H](CN2C(N=C(C3=CC(=CC1=C23)C(F)(F)F)N2C[C@@H](N([C@@H](C2)C)C(=O)OC(C)(C)C)C)=O)C2=CC=C(C=C2)F tert-butyl (2S,6R)-4-((R)-l-1-chloro-3-(4-fluorophenyl)-6-oxo-10-(trifluoromethyl)-3,4-dihydro-2H,6H-[1,4]thiazepino[2,3,4-ij]quinazolin-8-yl)-2,6-dimethylpiperazine-1-carboxylate